N[C@@H](C1=CC=CC=C1)C(=O)N (S)-phenylglycine amide